The molecule is a dihydroxyanthraquinone that is 1,4-dihydroxy-9,10-anthraquinone which is substituted by 6-hydroxy-1,4-diazahexyl groups at positions 5 and 8. It has a role as an antineoplastic agent and an analgesic. C1=CC(=C2C(=C1NCCNCCO)C(=O)C3=C(C=CC(=C3C2=O)O)O)NCCNCCO